racemic-tert-butyl (3R,4S)-3-amino-4-fluoro-piperidine-1-carboxylate N[C@@H]1CN(CC[C@@H]1F)C(=O)OC(C)(C)C |r|